bis(2-butyloctyl) 10-(((heptylthio)carbonyl)((1-(2-hydroxyethyl)piperidin-4-yl)methyl)amino)nonadecanedioate C(CCCCCC)SC(=O)N(C(CCCCCCCCC(=O)OCC(CCCCCC)CCCC)CCCCCCCCC(=O)OCC(CCCCCC)CCCC)CC1CCN(CC1)CCO